3-(hexyloxy)-4-(2,2,6,6-tetrafluoro-1-methyl-1,2,5,6-tetrahydropyridin-3-yl)-1,2,5-thiadiazole C(CCCCC)OC1=NSN=C1C=1C(N(C(CC1)(F)F)C)(F)F